FC(C1=CC(=C(N=N1)OC)C1=CC(=NC=C1C(=O)NC=1SC2=C(N1)CN(C2)C(C2=C(N=C(C=C2)C(F)(F)F)OC)=O)C)F 4-(6-(di-fluoromethyl)-3-methoxy-pyridazin-4-yl)-N-(5-(2-methoxy-6-(trifluoro-methyl)nicotinoyl)-5,6-dihydro-4H-pyrrolo[3,4-d]thiazol-2-yl)-6-methyl-nicotinamide